C(#N)C1=C(C=CC=C1)C(C(C)C=1N(C(C(=C(N1)C(=O)[O-])OC)=O)C)C=1C=NN(C1)C.[Li+] lithium 2-(1-(2-cyanophenyl)-1-(1-methyl-1H-pyrazol-4-yl)propan-2-yl)-5-methoxy-1-methyl-6-oxo-1,6-dihydropyrimidine-4-carboxylate